ClC[C@@H](COC1=C(C=C(C=C1Cl)C(C)(C)C1=CC=C(C=C1)OC[C@H](CN1C=NC=C1)O)Cl)O (R)-1-chloro-3-(2,6-dichloro-4-(2-(4-((S)-2-hydroxy-3-(1H-imidazol-1-yl)propoxy)phenyl)propan-2-yl)phenoxy)propan-2-ol